BrC1=CC2=CN(N=C2C(=C1)Cl)C 5-bromo-7-chloro-2-methylindazole